4-methyl-nonanoic acid CC(CCC(=O)O)CCCCC